NC1=CC(=C(C=C1)C1=C(C=2N=CN=C(C2N1C1=CC(=C(C=C1)OC1=NC=CC(=N1)C)F)N)Br)OC1COC1 6-[4-amino-2-(oxetan-3-yloxy)phenyl]-7-bromo-5-{3-fluoro-4-[(4-methylpyrimidin-2-yl)oxy]phenyl}-5H-pyrrolo[3,2-d]pyrimidin-4-amine